CN1CCN(CC1)C1=NC=CC(=C1)C=1C=NC(=CC1)NC(CC1=CC=C(C=C1)C)=O N-(2'-(4-methylpiperazin-1-yl)-[3,4'-bipyridin]-6-yl)-2-(p-tolyl)acetamide